2-[5-(difluoromethyl)-6-[(2S)-2-(hydroxymethyl)morpholin-4-yl]pyridazin-3-yl]-3-methyl-5-(trifluoromethyl)phenol FC(C=1C=C(N=NC1N1C[C@H](OCC1)CO)C1=C(C=C(C=C1C)C(F)(F)F)O)F